4-bromo-N-(2,5-dichloropyrimidin-4-yl)-1-(methylsulfonyl)indol-7-amine BrC1=C2C=CN(C2=C(C=C1)NC1=NC(=NC=C1Cl)Cl)S(=O)(=O)C